2-(4-chlorophenyl)pyridin-4-ol ClC1=CC=C(C=C1)C1=NC=CC(=C1)O